3-(5-((2-((3-hydroxy-3-methylbutyl)amino)cyclohexyl)oxy)-1-oxoisoindolin-2-yl)piperidine-2,6-dione OC(CCNC1C(CCCC1)OC=1C=C2CN(C(C2=CC1)=O)C1C(NC(CC1)=O)=O)(C)C